OC1CN(CC1)CCC(=O)N(CCCCCCCC(=O)OCCCC(CCCCC)CCCCC)CCCCCCCC(OCCCC(CCCCC)CCCCC)=O 4-pentylnonyl 8-[3-(3-hydroxypyrrolidin-1-yl)propanoyl-[8-oxo-8-(4-pentylnonoxy)octyl]amino]octanoate